C(C1=CC=CC=C1)N1N=C(N=C1)C(=O)NC1C(N(C=2N(CC1)N=C(C2)C(C)(C)F)C)=O 1-benzyl-N-[2-(1-fluoro-1-methylethyl)-4-methyl-5-oxo-7,8-dihydro-6H-pyrazolo[1,5-a][1,3]diazepin-6-yl]-1,2,4-triazole-3-carboxamide